BrC1=NC(=CC2C1=NC(=C2)NC(OC(C)(C)C)=O)C tert-butyl N-(7-bromo-5-methyl-3aH-pyrrolo[2,3-c]pyridin-2-yl)carbamate